C(C1=CC=CC=C1)N(C(C)=NC)C N-benzyl-N,N'-dimethylacetamidine